N2-(4-(tert-butyl)phenyl)octahydropentalene-2,5-diamine C(C)(C)(C)C1=CC=C(C=C1)NC1CC2CC(CC2C1)N